ClC1=CC=C(N=N1)C=1N2C(=NN1)CCC2 3-(6-chloropyridazin-3-yl)-6,7-dihydro-5H-pyrrolo[2,1-c][1,2,4]triazole